rac-(7S,8R)-8-(3,4-difluoro-2-methoxyphenyl)-5-oxaspiro[3.5]nonane-7-carboxylic acid FC=1C(=C(C=CC1F)[C@H]1[C@@H](COC2(CCC2)C1)C(=O)O)OC |r|